ClC1=C(C(=CC=C1Cl)F)C1CN(CC1)C(=O)[O-] 3-(2,3-dichloro-6-fluorophenyl)pyrrolidine-1-carboxylate